C(C=C)(=O)N1C(CN(CC1)C1=C(C(N(C2=NC(=C(C=C12)Cl)Cl)C=1C(=NC=CC1C)C(C)C)=O)C#N)CC#N (4-propenoyl-3-(cyanomethyl)piperazin-1-yl)-6,7-dichloro-1-(2-isopropyl-4-methylpyridin-3-yl)-2-oxo-1,2-dihydro-1,8-naphthyridine-3-carbonitrile